(R)-N-(1-cyanopyrrolidin-3-yl)-7-morpholinoimidazo[1,2-a]pyridine-3-carboxamide C(#N)N1C[C@@H](CC1)NC(=O)C1=CN=C2N1C=CC(=C2)N2CCOCC2